3-methyl-3-phenoxypyrrolidine hydrochloride Cl.CC1(CNCC1)OC1=CC=CC=C1